ClC1=CC2=C(N=C(N=C2N2CCC3(CNC3)CC2)OC[C@H]2N(CCC2)C)N=C1C1=C(C=CC=C1F)O 2-(6-chloro-2-(((S)-1-methylpyrrolidin-2-yl)methoxy)-4-(2,7-diazaspiro[3.5]nonan-7-yl)pyrido[2,3-d]pyrimidin-7-yl)-3-fluorophenol